2-(5-(aminomethyl)-1,2,4-oxadiazol-3-yl)-N-(1-methylpiperidin-4-yl)-1-(2,2,2-trifluoroethyl)-1H-indol-4-amine NCC1=NC(=NO1)C=1N(C=2C=CC=C(C2C1)NC1CCN(CC1)C)CC(F)(F)F